N=1ON=C2C1C=CC(=C2)C(=O)N2C1C=C(CC2CC1)F [2,1,3]-Benzoxadiazol-5-yl-(3-fluoro-8-azabicyclo[3.2.1]oct-2-en-8-yl)methanone